N2-(tert-Butoxycarbonyl)-N6-(methylsulfonyl)-L-lysine C(C)(C)(C)OC(=O)N[C@@H](CCCCNS(=O)(=O)C)C(=O)O